C(C)N(C=NC1=C(C=C(C(=C1)F)C1(COC1)OCC1=CC(=CC=C1)F)C)C N-ethyl-N'-(5-fluoro-4-(3-((3-fluorobenzyl)oxy)oxetan-3-yl)-2-methylphenyl)-N-methylformimidamide